2-[(2R)-4-[3-amino-6-(2-hydroxyphenyl)pyridazin-4-yl]-2-methyl-piperazin-1-yl]-N-methyl-propanamide NC=1N=NC(=CC1N1C[C@H](N(CC1)C(C(=O)NC)C)C)C1=C(C=CC=C1)O